COC(NC1CCC(CC1)NC1=NN(C=2C=3N(N=CC21)C=C(C3)C3=CC=NC=C3)C(C)C)=O (4-((1-isopropyl-8-(pyridin-4-yl)-1H-pyrazolo[3,4-d]pyrrolo[1,2-b]pyridazin-3-yl)amino)cyclohexyl)carbamic acid methyl ester